(1R,5S,6s)-3-methyl-3-azabicyclo[3.1.0]hexan-6-yl (8-amino-7-fluoro-6-(8-methyl-2,3-dihydro-1H-pyrido[2,3-b][1,4]oxazin-7-yl)isoquinolin-3-yl)carbamate NC=1C(=C(C=C2C=C(N=CC12)NC(OC1[C@@H]2CN(C[C@H]12)C)=O)C1=C(C2=C(OCCN2)N=C1)C)F